CC1=NNC(C2=C1OC=C2)=O 7-methyl-5H-furo[2,3-d]pyridazin-4-one